2-chloro-1-(4-(4-((1-cyclohexylpiperidin-4-yl)amino)-6,7-dimethoxyquinazolin-2-yl)piperazin-1-yl)ethan-1-one ClCC(=O)N1CCN(CC1)C1=NC2=CC(=C(C=C2C(=N1)NC1CCN(CC1)C1CCCCC1)OC)OC